C(C)(C)(C)OC(=O)N([C@@H](C(=O)OC)CC(F)F)C |r| rac-methyl (R)-2-((tert-butoxycarbonyl)(methyl)amino)-4,4-difluorobutanoate